6-(3-(2-chloro-4-((5-cyclopropyl-3-(2,6-dichlorophenyl)isoxazol-4-yl)methoxy)phenyl)-3-hydroxyazetidin-1-yl)-2-(trifluoromethyl)nicotinic acid ClC1=C(C=CC(=C1)OCC=1C(=NOC1C1CC1)C1=C(C=CC=C1Cl)Cl)C1(CN(C1)C1=NC(=C(C(=O)O)C=C1)C(F)(F)F)O